C(C)(C)(CC)C1=C(C(C)=C(C=C1)N)N 3-t-amyl-2,6-toluenediamine